N,N'-tetramethylenebismaleimide C1(C=CC(N1CCCCN1C(C=CC1=O)=O)=O)=O